C1(CC1)NC(COC=1C=C2CNCC2=CC1)=O N-cyclopropyl-2-(isoindolin-5-yloxy)acetamide